C1(=CC=CC=C1)OC(C1=CC=CC=C1)CCC mono(α-propylbenzyl) phenyl ether